((1H-tetrazol-5-yl)methyl) 4-cyclooctyl 2-methylenesuccinate C=C(C(=O)OCC1=NN=NN1)CC(=O)OC1CCCCCCC1